ClC1=C(C=CC(=C1)F)C(=O)N1CC2CCC(C1)N2C2=C(C(=CC=C2)C)OCOC (2-chloro-4-fluoro-phenyl)-[8-[2-(methoxymethoxy)-3-methyl-phenyl]-3,8-diazabicyclo[3.2.1]octan-3-yl]methanone